2-benzhydryl-benzo[d]isothiazole-3(2H)-one-1,1-dioxide C(C1=CC=CC=C1)(C1=CC=CC=C1)N1S(C2=C(C1=O)C=CC=C2)(=O)=O